4-(2-bromopyridin-3-yl)-1-(tert-butoxycarbonyl)-2,5-dihydro-1H-pyrrole-3-carboxylic acid BrC1=NC=CC=C1C1=C(CN(C1)C(=O)OC(C)(C)C)C(=O)O